2-[(1-Acetylpiperidin-4-yl)amino]-N-methyl-N-({[6-(trifluoromethoxy)-1,3-benzothiazol-2-yl]carbamoyl}methyl)acetamide C(C)(=O)N1CCC(CC1)NCC(=O)N(CC(NC=1SC2=C(N1)C=CC(=C2)OC(F)(F)F)=O)C